ethyl 7-bromo-4-oxo-4H-quinolizine-3-carboxylate BrC1=CN2C(C(=CC=C2C=C1)C(=O)OCC)=O